(2s,5r)-5-methylpyrrolidine-2-carboxylic acid C[C@@H]1CC[C@H](N1)C(=O)O